(4-(4-(azetidin-3-ylamino)-2-chlorobenzoyl)piperazin-1-yl)(cyclobutyl)methanone N1CC(C1)NC1=CC(=C(C(=O)N2CCN(CC2)C(=O)C2CCC2)C=C1)Cl